2,7-di-tert-butyl-9-fluorenyl-zirconium(IV) dichloride tert-butyl-4-ethynylpiperidine-1-carboxylate C(C)(C)(C)OC(=O)N1CCC(CC1)C#C.[Cl-].[Cl-].C(C)(C)(C)C1=CC=2C(C3=CC(=CC=C3C2C=C1)C(C)(C)C)[Zr+3]